N-((S)-1-(2-(2-fluoroacetyl)-2-((2-oxo-pyrrolidin-3-yl)methyl)hydrazino)-4-methyl-1-oxo-pentan-2-yl)-1H-indole-2-carboxamide FCC(=O)N(NC([C@H](CC(C)C)NC(=O)C=1NC2=CC=CC=C2C1)=O)CC1C(NCC1)=O